O1CCOC2=NC=CC(=C21)C(=O)O 2,3-dihydro-[1,4]dioxino[2,3-b]pyridine-8-carboxylic acid